C1(CC1)C=1C(=CC(N2[C@@H](CSC12)C(=O)O)=O)CC1=CC=C(C2=CC=CC=C12)F (3R)-7-cyclopropyl-6-[(4-fluoro-1-naphthyl)methyl]-4-oxo-1-thia-3a-aza-3-indanecarboxylic acid